N1=C(C=CC=C1)CC=C 1-(pyridin-2-yl)prop-2-en